(4-amino-1-(trifluoromethyl)cyclohexyl)-2-methylpropane-2-sulfinamide NC1CCC(CC1)(C(F)(F)F)CC(C)(S(=O)N)C